CC1=C(C=CC(=C1)C)SC1=C(C=CC=C1)C1NCCN(C1)C(C=C)C1=CC=CC=C1 2-((2,4-dimethylphenylsulfanyl)phenyl)-4-(1-phenylallyl)piperazine